N-(2-hydroxy-5-(1-oxo-6-(3-(pyridin-3-yl)-5-(trifluoromethyl)phenyl)-3,4-dihydroisoquinolin-2(1H)-yl)phenyl)methanesulfonamide OC1=C(C=C(C=C1)N1C(C2=CC=C(C=C2CC1)C1=CC(=CC(=C1)C(F)(F)F)C=1C=NC=CC1)=O)NS(=O)(=O)C